ClC=1C(N(N=CC1CCCO)C1OCCCC1)=O 4-chloro-5-(3-hydroxypropyl)-2-(tetrahydro-2H-pyran-2-yl)pyridazin-3(2H)-one